N4-(2-methyl-6-(2-methylmorpholino)pyridin-3-yl)adamantane-1,4-diamine CC1=NC(=CC=C1NC1C2CC3(CC(CC1C3)C2)N)N2CC(OCC2)C